CC1(N(CCC(C1)=O)S(=O)(=O)CC=1C=CC(=C(C1)NC(=O)C1[C@@H]2CN(C[C@H]12)C(=O)OC(C)(C)C)F)C tert-butyl (1S,5R)-6-[[5-[(2,2-dimethyl-4-oxo-1-piperidyl)sulfonylmethyl]-2-fluoro-phenyl]carbamoyl]-3-azabicyclo[3.1.0]hexane-3-carboxylate